ClC1=C(C=CC(=C1)Cl)[C@@H](C)N1N=NC=2C1=NC(=CN2)N2CC(C2)[C@@H]2CN(CCC2)CC#N 2-((R)-3-(1-(1-((R)-1-(2,4-dichlorophenyl)ethyl)-1H-[1,2,3]triazolo[4,5-b]pyrazin-6-yl)azetidin-3-yl)piperidin-1-yl)acetonitrile